cesium naphthalenesulfonic acid C1(=CC=CC2=CC=CC=C12)S(=O)(=O)O.[Cs]